3-((5-bromo-2-methylpyridin-3-yl)methyl)oxazolidin-2-one BrC=1C=C(C(=NC1)C)CN1C(OCC1)=O